1,1'-diethyl-4,4'-bipyridine dibromide [Br-].[Br-].C(C)N1C=CC(C=C1)=C1C=CN(C=C1)CC